F[Si]OC1=CC=CC=C1 FluorophenoxySilicon